Cl.NC=1N=CC2=NC=NC2(N1)C Amino-4-methylpurine hydrochloride